2-{3-[(2R,6S)-2,6-dimethylmorpholine-4-carbonyl]-5,6-dihydrocyclopenta[c]pyrazol-1(4H)-yl}-1-[4-(3-fluoro-5-methylphenyl)piperidin-1-yl]ethan-1-one C[C@@H]1CN(C[C@@H](O1)C)C(=O)C=1C2=C(N(N1)CC(=O)N1CCC(CC1)C1=CC(=CC(=C1)C)F)CCC2